N-(4-((diethylamino)methyl)thiazol-2-yl)-2-methyl-5-(3-(trifluoromethyl)phenyl)furan-3-carboxamide C(C)N(CC)CC=1N=C(SC1)NC(=O)C1=C(OC(=C1)C1=CC(=CC=C1)C(F)(F)F)C